ClCC(=O)NC1=CC(=C(C=C1)[N+](=O)[O-])F 2-chloro-N-(3-fluoro-4-nitrophenyl)acetamide